2-(4-(bis(pyridin-3-yl)amino)phenyl)benzofuran-6-carboxamide tert-butyl-(1S,4S)-5-(2-chloro-6-ethoxycarbonyl-pyrimidin-4-yl)-2,5-diazabicyclo[2.2.1]heptane-2-carboxylate C(C)(C)(C)OC(=O)N1[C@@H]2CN([C@H](C1)C2)C2=NC(=NC(=C2)C(=O)OCC)Cl.N2=CC(=CC=C2)N(C2=CC=C(C=C2)C=2OC1=C(C2)C=CC(=C1)C(=O)N)C=1C=NC=CC1